N-(5,6-difluoro-1H-indol-3-yl)-N'-[2-(6-methoxypyridin-3-yl)ethyl]ethanediamide FC=1C=C2C(=CNC2=CC1F)NC(C(=O)NCCC=1C=NC(=CC1)OC)=O